phenylpiperazin-1-ium chloride [Cl-].C1(=CC=CC=C1)[NH+]1CCNCC1